2-Butyl-2-ethyl-1,5-pentan-diamin C(CCC)C(CN)(CCCN)CC